COC1=CC=C(C=NC2=CC=C(C=C2)CCCC)C=C1 N-(4-methoxybenzylidene)-4-butyl-aniline